(S)-3-(1-amino-1'-(6-amino-5-((2-amino-3-chloropyridin-4-yl)thio)-3-chloropyrazin-2-yl)-1,3-dihydrospiro[inden-2,4'-piperidin]-6-yl)-N-methylpropanamide N[C@@H]1C2=CC(=CC=C2CC12CCN(CC2)C2=NC(=C(N=C2Cl)SC2=C(C(=NC=C2)N)Cl)N)CCC(=O)NC